C(C=C)(=O)OC=CCCCCCCCCCCCCCCCCCCCCCOC(C=C)=O 1,23-tricosenediol diacrylate